4'-chloro-3'-fluorobiphenyl ClC1=C(C=C(C=C1)C1=CC=CC=C1)F